2,5-dibromo-3,4-bis(trifluoromethyl)thiophene BrC=1SC(=C(C1C(F)(F)F)C(F)(F)F)Br